NCC(CNC(=O)[C@@H]1CC[C@H](CC1)C(F)(F)C1=CC(=NC(=C1)N1CCN(CC1)S(=O)(=O)C1=CC=C(C=C1)N1C(C[C@H](C1)N)=O)Cl)OC trans-N-(3-amino-2-methoxy-propyl)-4-[[2-chloro-6-[4-[4-[(4R)-4-amino-2-oxo-pyrrolidin-1-yl]phenyl]sulfonylpiperazin-1-yl]-4-pyridinyl]-difluoro-methyl]cyclohexanecarboxamide